CS(=O)(=O)O.NC1=NC=NC2=C1C(=C1N2C[C@@H](C=2C=CC=CC12)NC(C=C)=O)C=1C=NC2=CC=CC=C2C1 (R)-N-(11-amino-12-(quinolin-3-yl)-5,6-dihydropyrimido[5',4':4,5]pyrrolo[2,1-a]isoquinolin-5-yl)acrylamide METHANSULFONAT